N1N=CC(=C1)CCNC1=NC(=NC(=C1C)C)C(=O)N1[C@H](CCC1)C1=CC(=CC=C1)Cl (R)-(4-((2-(1H-pyrazol-4-yl)ethyl)amino)-5,6-dimethylpyrimidin-2-yl)(2-(3-chlorophenyl)pyrrolidin-1-yl)methanone